methyl (S)-3-(((3-(3,3-difluorobutyl)-5-(3,3-difluorocyclobutyl)-2-methyl-1,1-dioxido-7-(trifluoromethyl)-2,3,4,5-tetrahydrobenzo[f][1,2,5]thiadiazepin-8-yl)oxy)methyl)picolinate FC(CC[C@@H]1N(S(C2=C(N(C1)C1CC(C1)(F)F)C=C(C(=C2)OCC=2C(=NC=CC2)C(=O)OC)C(F)(F)F)(=O)=O)C)(C)F